dicyclopentyl-(dimethoxy)silane C1(CCCC1)[Si](OC)(OC)C1CCCC1